(3R,3aS,6R,6aS)-6-(4-bromophenoxy)hexahydrofuro[3,2-b]furan-3-ol BrC1=CC=C(O[C@@H]2CO[C@@H]3[C@H]2OC[C@H]3O)C=C1